ClC1=C(C(=C(CC(C(=O)N)(C)C)C=C1)F)C=1NC(C=C(N1)C1=NC=C(C=C1)OCC1CC1)=O (4-chloro-3-{4-[5-(cyclopropylmethoxy)pyridin-2-yl]-6-oxo-1,6-dihydropyrimidin-2-yl}-2-fluorobenzyl)isobutyramide